OC12C(CC(C3C4(CCC(CC4(CCC13)O)OC1OC(C(C(C1O)O)O)C)CO)O)(C(CC2)C2=CC(OC2)=O)C 4-[3A,5A,10-TRIHYDROXY-9A-(HYDROXYMETHYL)-11A-METHYL-7-[(3,4,5-TRIHYDROXY-6-METHYLOXAN-2-YL)OXY]-HEXADECAHYDRO-1H-CYCLOPENTA[A]PHENANTHREN-1-YL]-2,5-DIHYDROFURAN-2-ONE